COC1=CC=CC(=N1)C1=CC=C(C=C1)O 4-(6-methoxypyridin-2-yl)phenol